C1(=CC=CC=C1)C1(NCCOC1)C(=O)O 3-phenylmorpholine-3-carboxylic acid